ClC1=NC(=CC(=C1)COC([C@H](CC=1C=NC(=CC1)NC(=O)OC(C)(C)C)N(C)C(=O)OC(C)(C)C)=O)Cl.OCCN1CCN(CC1)CCS(=O)(=O)O 4-(2-hydroxyethyl)-1-piperazineethanesulfonic acid (2,6-dichloropyridin-4-yl)methyl-(S)-2-((tert-butoxycarbonyl)(methyl)amino)-3-(6-((tert-butoxycarbonyl)amino)pyridin-3-yl)propanoate